1-(3-(2,4-dioxotetrahydropyrimidin-1(2H)-yl)-4-methoxybenzoyl)piperidine-4-carboxylic acid O=C1N(CCC(N1)=O)C=1C=C(C(=O)N2CCC(CC2)C(=O)O)C=CC1OC